C(=CCCCC)(C(=O)O)C(=O)O 1-hexenedicarboxylic acid